tert-butyl 2-[2-hydroxy-5-(1-methylpyrazol-4-yl)-3-pyridinyl]-6,7-dihydro-4H-pyrazolo[1,5-a]pyrazine-5-carboxylate OC1=NC=C(C=C1C1=NN2C(CN(CC2)C(=O)OC(C)(C)C)=C1)C=1C=NN(C1)C